Cl.S1N=CC2=C1C=CC=C2N2CCN(CC2)C(CCC)N2N=C1C(=N2)C=CC=C1 1-(4-(4-benzisothiazolyl)piperazine-1-yl)butyl-2H-benzotriazole hydrochloride